CC=1SC(=CN1)C1=CC=C2C(NC=NC2=C1)=O 7-(2-methyl-1,3-thiazol-5-yl)-4-oxo-3,4-dihydroquinazolin